7-(1-ethyl-1,2,3,6-tetrahydropyridin-4-yl)-2-(2-methylimidazo[1,2-a]pyridin-6-yl)-4H-pyrido[1,2-a]pyrimidin-4-one C(C)N1CCC(=CC1)C=1C=CC=2N(C(C=C(N2)C=2C=CC=3N(C2)C=C(N3)C)=O)C1